CC1=NC=CC=C1CNC1=CC=C2C(=N1)CN(C2=O)CCNC(CC)=O N-(2-(2-(((2-methylpyridin-3-yl)methyl)amino)-5-oxo-5,7-dihydro-6H-pyrrolo[3,4-b]pyridin-6-yl)ethyl)propionamide